FC1(CCSCC1)C=O 4-FLUORO-4-FORMYLTHIANE